CC1N(C(CCC1)C)[Si]1(O[SiH](O[SiH](O[SiH](O1)C)C)C)C 2-(2,6-dimethyl-piperidino)-2,4,6,8-tetramethylcyclotetrasiloxane